Ethyl (3R)-3-(1,4-dimethyl-1H-benzotriazol-5-yl)-3-[7-(hydroxymethyl)-2,3-dihydro-1H-inden-5-yl]propanoate CN1N=NC2=C1C=CC(=C2C)[C@H](CC(=O)OCC)C=2C=C1CCCC1=C(C2)CO